3-bromo-2-trifluoromethylpyridin-5-yl 3-[4-(2-aminothiazol-4-yl)-1H-1,2,3-triazol-1-yl]-3-deoxy-1-thio-alpha-D-galactopyranoside NC=1SC=C(N1)C=1N=NN(C1)[C@@H]1[C@H]([C@@H](SC=2C=C(C(=NC2)C(F)(F)F)Br)O[C@@H]([C@@H]1O)CO)O